(S)-7-(2,4-difluoro-6-(2-methoxyethoxy)phenyl)-4-(1-methyl-1H-indazol-5-yl)-6-((R)-4-methyl-4,5,6,7-tetrahydropyrazolo[1,5-a]pyrazin-2-yl)thieno[3,2-c]pyridine 2,2,2-trifluoroacetate FC(C(=O)O)(F)F.FC1=C(C(=CC(=C1)F)OCCOC)C=1C2=C(C(=NC1C1=NN3C([C@H](NCC3)C)=C1)C=1C=C3C=NN(C3=CC1)C)C=CS2